6-{4-Fluoro-2-[methyl(piperidin-4-yl)amino]-1,3-benzothiazol-6-yl}-2-methylimidazo[1,2-a]pyridin-8-carbonitril FC1=CC(=CC2=C1N=C(S2)N(C2CCNCC2)C)C=2C=C(C=1N(C2)C=C(N1)C)C#N